SCCC(=O)[O-].SCCC(=O)[O-].C(CCCCCCC)[Sn+2]CCCCCCCC dioctyltin bis(3-mercaptopropionic acid) salt